CN1N=NC(=C1COC1OCCCC1)C1=CC=C(C(=N1)C(F)(F)F)N1C[C@H](CCC1)CC(=O)OCC ethyl 2-((3R)-1-(6-(1-methyl-5-(((tetrahydro-2H-pyran-2-yl)oxy)methyl)-1H-1,2,3-triazol-4-yl)-2-(trifluoromethyl)pyridin-3-yl)piperidin-3-yl)acetate